ClCC(=O)NC1CN(CCC1)C1=NC2=CC(=C(C=C2C(=N1)NC1CCN(CC1)C1CCCCC1)OC)OC 2-chloro-N-(1-(4-((1-cyclohexylpiperidin-4-yl)amino)-6,7-dimethoxyquinazolin-2-yl)piperidin-3-yl)acetamide